N-(4-((5-(4-hydroxyphenyl)-1H-pyrazol-3-yl)amino)-3-methylphenyl)acetamid OC1=CC=C(C=C1)C1=CC(=NN1)NC1=C(C=C(C=C1)NC(C)=O)C